C(C1=CC=CC=C1)[C@@]1([C@H](OCC2=CC=CC=C2)[C@@H](OCC2=CC=CC=C2)[C@@H](OC(CCC(=O)C)=O)[C@H](O1)C(=O)[O-])O[C@@H]1[C@H]([C@H](OCC=C)O[C@@H]([C@@H]1OCC1=CC=CC=C1)COCC1=CC=CC=C1)NC(C(Cl)(Cl)Cl)=O Allyl (benzyl 2,3-di-O-benzyl-4-O-levulinoyl-β-D-galactopyranosyluronate)-(1→3)-4,6-di-O-benzyl-2-deoxy-2-trichloroacetamido-β-D-galactopyranoside